C[C@H]1CN(CCC1)C1CCN(CC1)C=1SC(=CN1)C(=O)NCC1=CC=NC=C1 2-[(3R)-3-methyl-[1,4'-bipiperidine]-1'-yl]-N-(pyridin-4-ylmethyl)-1,3-thiazole-5-carboxamide